CN1C(=CC(=C1)C1=CC2=C(CC3=C2NN=C3C3=CC=C2C=NN(C2=C3)C)S1)C(=O)N1CCOCC1 (1-methyl-4-(3-(1-methyl-1H-indazol-6-yl)-1,4-dihydrothieno[2',3':4,5]cyclopenta[1,2-c]pyrazol-6-yl)-1H-pyrrol-2-yl)(morpholino)methanone